C[C@@H]1N(C[C@@H](C1)OC=1N=CN(C(C1)=O)C)CC1=CN=C(S1)NC(C)=O N-(5-(((2S,4R)-2-methyl-4-((1-methyl-6-oxo-1,6-dihydropyrimidin-4-yl)oxy)pyrrolidin-1-yl)methyl)thiazol-2-yl)acetamide